N-(3-hydroxy-4-(piperidin-1-yl)phenyl)-2-(pyrrolidin-1-yl)-5-(2,2,2-trifluoroethyl)oxazole-4-carboxamide OC=1C=C(C=CC1N1CCCCC1)NC(=O)C=1N=C(OC1CC(F)(F)F)N1CCCC1